(5-oxo-pyrrolidin-3-yl) methyl-4-methylbenzenesulfonate CC1=C(C=CC(=C1)C)S(=O)(=O)OC1CNC(C1)=O